C1(CC1)C(C#CC=1C2=C(C(N(C1)C)=O)NC(=C2C(=O)OC(CC)(C)C)C)(C)O 1,1-dimethylpropyl 4-(3-cyclopropyl-3-hydroxy-but-1-ynyl)-2,6-dimethyl-7-oxo-1H-pyrrolo[2,3-c]pyridine-3-carboxylate